ClC=1C=C(NC2(CCC3(C(CC4=CC=CC=C34)[C@@H]3[C@H](C3)COC3=CC=CC=C3)CC2)C(=O)O)C=CC1 (1R,4R)-4-(3-chloroanilino)-2'-[(1R,2S)-2-(phenoxymethyl)cyclopropyl]-2',3'-dihydrospiro[cyclohexane-1,1'-indene]-4-carboxylic acid